ClC=1C(=C(C=2N(N1)C=C(N2)C)O)CC(C)O 6-Chloro-7-(2-hydroxy-propyl)-2-methyl-imidazo[1,2-b]pyridazin-8-ol